C(C1=CC=CC=C1)NC(N(C1=CC=C(C=C1)C1=CC(N(C=C1)C)=O)[C@@H]1CC[C@H](CC1)NC1=NC=C(C(=N1)C=1C=NC=C(C1)S(=O)(=O)C)C#N)=O 3-benzyl-1-(trans-4-((5-cyano-4-(5-(methylsulfonyl)pyridin-3-yl)pyrimidin-2-yl)amino)-cyclohexyl)-1-(4-(1-methyl-2-oxo-1,2-dihydropyridin-4-yl)phenyl)urea